COC(=O)C=1C=C2CN(CC2=CC1C(=O)OC)C(=O)OC(C)(C)C isoindoline-2,5,6-tricarboxylic acid 2-(tert-butyl) ester 5,6-dimethyl ester